(R)-(3-Chlorophenyl)((R)-1-methyl-2-azabicyclo[2.1.1]hexan-3-yl)methanol hydrochloride Cl.ClC=1C=C(C=CC1)[C@@H](O)[C@@H]1NC2(CC1C2)C